N1=CC(=CC=C1)C1=CCN(C=C1)C(=O)[O-] [3,4'-bipyridine]-1'(2'H)-carboxylate